FC1=C(C=CC(=C1)OC(F)(F)F)C1(CC1)C(=O)NC=1C=CC(=C(C(=O)OC)C1)C1=CC=C2C=NN(C2=C1)C Methyl 5-[({1-[2-fluoro-4-(trifluoromethoxy) phenyl]cyclopropyl}carbonyl) amino]-2-(1-methyl-1H-indazol-6-yl)benzoate